FC(OC1=CC2=C(N=C(N=[N+]2[O-])NCCC(=O)OC(C)C)C=C1)(F)F 7-trifluoromethoxy-3-((3-isopropoxy-3-oxopropyl)amino)benzo[e][1,2,4]triazine-1-oxide